C(C)(C)(C)OC(=O)N1C[C@H](CC1)C(CNC(=O)C1=C(C(=O)O)C=CC=C1)(CC1=CC(=CC=C1)C1=CC=CC=C1)C(=O)O 2-[[2-[(3R)-1-tert-butoxycarbonylpyrrolidin-3-yl]-2-carboxy-3-(3-phenylphenyl)propyl]carbamoyl]benzoic acid